tertbutyl 3-(1-benzyloxy-3-oxo-propyl)-3-vinyl-azetidine-1-carboxylate C(C1=CC=CC=C1)OC(CC=O)C1(CN(C1)C(=O)OC(C)(C)C)C=C